ethoxy-2',3,3'-trifluoro-[1,1'-biphenyl]-2-yl trifluoromethanesulfonate FC(S(=O)(=O)OC1=C(C=CC(=C1F)OCC)C1=C(C(=CC=C1)F)F)(F)F